The molecule is a neolignan isolated from Sinocalamus affinis. It has a role as a plant metabolite. It is a neolignan, a dimethoxybenzene, a member of phenols, a furofuran, a primary alcohol and a secondary alcohol. COC1=C(C(=C(C=C1)[C@H]([C@H](CO)OC2=C(C=C(C=C2OC)[C@H]3[C@@H]4CO[C@H]([C@@H]4CO3)C5=CC(=C(C(=C5)OC)O)OC)OC)O)OC)O